ethyl 2-(6-(benzyloxy) pyridin-2-yl)-2-hydroxyacetate C(C1=CC=CC=C1)OC1=CC=CC(=N1)C(C(=O)OCC)O